C(C)(C)(C)C1=CC=C(C=C1)C1=CC(=CC=C1)C1(CC1)C=1NC(C=2CN(CCCC2N1)C([C@H](O)C1=CC(=CC=C1)Cl)=O)=O (R)-2-(1-(4'-(tert-butyl)-[1,1'-biphenyl]-3-yl)cyclopropyl)-6-(2-(3-chlorophenyl)-2-hydroxyacetyl)-3,5,6,7,8,9-hexahydro-4H-pyrimido[5,4-c]azepin-4-one